(R)-N-(1-(9H-purin-6-yl)piperidine-3-yl)acrylamide sulfate S(=O)(=O)(O)O.N1=CN=C2NC=NC2=C1N1C[C@@H](CCC1)NC(C=C)=O